C1(CC1)C=1C(=C(C=C(C1)OC(C)C)N1CCN(CC1)CC=1N=NC=CC1)C=1N=NNN1 3-[[4-[3-cyclopropyl-5-isopropoxy-2-(2H-tetrazol-5-yl)phenyl]piperazin-1-yl]methyl]pyridazine